[Pb](Br)Br Lead(ii) bromide